2,4,6-triisopropylbenzenesulfonic acid 2,7-dimethyl-6-(neopentyloxy)-8-oxo-7,8-dihydropyrido[3,4-d]pyrimidin-4-yl ester CC=1N=C(C2=C(N1)C(N(C(=C2)OCC(C)(C)C)C)=O)OS(=O)(=O)C2=C(C=C(C=C2C(C)C)C(C)C)C(C)C